[Si](C1=CC=CC=C1)(C1=CC=CC=C1)(C(C)(C)C)OCC(CC(C(=O)C1=NN(C2=C1CN([C@@H](C2)C)C(=O)OC(C)(C)C)C(=O)OC(C)(C)C)C(=O)OCC)=C (6R)-di-tert-butyl 3-(4-(((tert-butyldiphenylsilyl)oxy)methyl)-2-(ethoxycarbonyl)pent-4-enoyl)-6-methyl-6,7-dihydro-1H-pyrazolo[4,3-c]pyridine-1,5(4H)-dicarboxylate